FC1=C(C=CC=C1C(F)(F)F)CC(=O)NC=1C=NC(=C(C1)F)N1C=NC(=C1)[C@@H]1CNCCO1 (S)-2-(2-fluoro-3-(trifluoromethyl)phenyl)-N-(5-fluoro-6-(4-(morpholin-2-yl)-1H-imidazol-1-yl)pyridin-3-yl)acetamide